N1(CC1)C(=O)NC1=C(C=C(C=C1)C1=CC(=C(C=C1)NC(=O)N1CC1)C)C N-[4-[4-(aziridine-1-carbonylamino)-3-methylphenyl]-2-methylphenyl]aziridine-1-carboxamide